FC1=CC=C2C(=NN(C2=C1)C(C)C)C1CCN(CC1)C(=O)C=1C=CC2=C(NC(CO2)=O)C1 6-[4-(6-Fluoro-1-propan-2-ylindazol-3-yl)piperidine-1-carbonyl]-4H-1,4-benzoxazin-3-one